ClP1(OCC(CO1)(C)C)=O 2-chloro-5,5-dimethyl-1,3,2-dioxaphosphinane 2-oxide